C1=C(C=CC2=CC=CC=C12)C1=CC=C(NC2=CC=CC=C2)C=C1 4-(2-naphthyl)-N-phenylaniline